FC1=CC=C(C(=C1C=O)C)O 6-Fluoro-3-hydroxy-2-methylbenzaldehyde